N-hexadecyl-propylenediamine dihydrofluoride F.F.C(CCCCCCCCCCCCCCC)NCC(C)N